isopropyl (S)-6-diazo-2-((S)-2-methoxy-2-(thiazol-2-yl)acetamido)-5-oxohexanoate [N+](=[N-])=CC(CC[C@@H](C(=O)OC(C)C)NC([C@@H](C=1SC=CN1)OC)=O)=O